CS(=O)(=O)N1CCC(CC1)NC=1N=CC2=C(N1)NC(C=C2)=O ((1-(methylsulfonyl)piperidin-4-yl)amino)pyrido[2,3-d]pyrimidin-7(8H)-one